(2-{6-cyclopropyl-4-[4-fluoro-2-(4-methyl-1,2,4-triazol-3-yl)phenyl]Pyridin-2-yl}-7-fluoro-1,3-benzooxazol-5-yl)methanol C1(CC1)C1=CC(=CC(=N1)C=1OC2=C(N1)C=C(C=C2F)CO)C2=C(C=C(C=C2)F)C2=NN=CN2C